C(C1=CC=CC=C1)NC(=O)NC1=CC=C(C2=CC=CC=C12)OCC1=CC=C(C=C1)OCCN1CCCCC1 benzyl-3-(4-((4-(2-(piperidin-1-yl)ethoxy)benzyl)oxy)naphthalen-1-yl)urea